(E)-N-(4-(1-(4-(1-(4-((2-(2,6-dioxopiperidin-3-yl)-1,3-dioxoisoindolin-4-yl)thio)butyl)piperidin-4-yl)benzoyl)piperidin-4-yl)butyl)-3-(pyridin-3-yl)acrylamide O=C1NC(CCC1N1C(C2=CC=CC(=C2C1=O)SCCCCN1CCC(CC1)C1=CC=C(C(=O)N2CCC(CC2)CCCCNC(\C=C\C=2C=NC=CC2)=O)C=C1)=O)=O